N-((3S,5S)-1-((3S,4R)-1-(tert-butyl)-4-(2,4-difluorophenyl)pyrrolidine-3-carbonyl)-5-(morpholine-4-carbonyl)pyrrolidin-3-yl)-N-((1s,4R)-4-methylcyclohexyl)isobutyramide C(C)(C)(C)N1C[C@H]([C@@H](C1)C1=C(C=C(C=C1)F)F)C(=O)N1C[C@H](C[C@H]1C(=O)N1CCOCC1)N(C(C(C)C)=O)C1CCC(CC1)C